ethylene glycol diacrylate methacrylate allyl-acrylate C(C=C)OC(C=C)=O.C(C(=C)C)(=O)O.C(C=C)(=O)O.C(C=C)(=O)O.C(CO)O